Cl.NCCOC=1C(=NC=CC1)C(C)=O 1-(3-(2-aminoethoxy)-2-pyridinyl)ethanone hydrochloride